C1(CC1)OC=1C=NC=CC1B1OC(C(O1)(C)C)(C)C 3-cyclopropoxy-4-(4,4,5,5-tetramethyl-1,3,2-dioxaborolane-2-yl)pyridine